NC1=C(C=2C=NC(=C(C2N1C1=C(C(=CC(=C1C)F)OC)CC)C#N)C1CC1)C(=O)N 2-amino-7-cyano-6-cyclopropyl-1-(2-ethyl-5-fluoro-3-methoxy-6-methyl-phenyl)pyrrolo[3,2-c]pyridine-3-carboxamide